2-methyl-N-((R,E)-4-(methylsulfonyl)but-3-en-2-yl)-2H-pyrazolo[4,3-c]pyridine-4-carboxamide CN1N=C2C(C(=NC=C2)C(=O)N[C@H](C)\C=C\S(=O)(=O)C)=C1